tert-butyl (tert-butoxycarbonyl)(7-(3,4-difluoro-5-((3-fluoro-4-(4-fluorophenyl)-4-hydroxypentyl)oxy)phenyl)-[1,2,4]triazolo[1,5-a]pyridin-2-yl)carbamate C(C)(C)(C)OC(=O)N(C(OC(C)(C)C)=O)C1=NN2C(C=C(C=C2)C2=CC(=C(C(=C2)OCCC(C(C)(O)C2=CC=C(C=C2)F)F)F)F)=N1